(pyridinyl)iridium (iii) N1=C(C=CC=C1)[Ir+2]